C(C)OC(=O)C1=NN(C(C1)C1=C(C=CC=C1Cl)Cl)C1=CC=CC=C1 5-(2,6-dichlorophenyl)-1-phenyl-4,5-dihydro-1H-pyrazole-3-carboxylic acid ethyl ester